[4-[[3-[4-(difluoromethoxy)-2,3-difluoro-phenyl]imidazo[1,2-a]pyrazin-8-yl]amino]-2-ethyl-phenyl]methanone FC(OC1=C(C(=C(C=C1)C1=CN=C2N1C=CN=C2NC2=CC(=C(C=C2)C=O)CC)F)F)F